N,N-dipropyl-p-phenylenediamine C(CC)N(C1=CC=C(C=C1)N)CCC